3,3',7-trihydroxy-4'-methoxyflavon OC1=C(OC2=CC(=CC=C2C1=O)O)C1=CC(=C(C=C1)OC)O